1-(cyclopropylsulfonyl)azetidin-3-yl (1-(4-(2,6-dioxopiperidin-3-yl)-3,5-difluorophenyl)azetidin-3-yl)carbamate O=C1NC(CCC1C1=C(C=C(C=C1F)N1CC(C1)NC(OC1CN(C1)S(=O)(=O)C1CC1)=O)F)=O